O(C1=CC=CC=C1)CCN(CCC(C(=O)O)NC(CC1CCNCC1)=O)CCCCC1=NC=2NCCCC2C=C1 4-[2-phenoxyethyl-[4-(5,6,7,8-tetrahydro-1,8-naphthyridin-2-yl)butyl]amino]-2-[[2-(4-piperidyl)acetyl]amino]butanoic acid